lithium silanolate [SiH3][O-].[Li+]